3-amino-N-{2-[3-amino-4-(1,1-difluoro-2-methoxyethyl)pyrrolidin-1-yl]-4-fluoro-5,6,7,8-tetrahydroquinolin-6-yl}-4,6-dimethylthieno[2,3-b]pyridine-2-carboxamide NC1=C(SC2=NC(=CC(=C21)C)C)C(=O)NC2CC=1C(=CC(=NC1CC2)N2CC(C(C2)C(COC)(F)F)N)F